ClC1=C(C=C2C(=NN=C(C2=C1)N1CCN(CC1)C(C=C)=O)C1CC1)C1=C(C=CC=C1O)F 1-(4-(7-Chloro-4-cyclopropyl-6-(2-fluoro-6-hydroxyphenyl)-1-phthalazinyl)-1-piperazinyl)-2-propen-1-one